(3-{6-amino-5-[1-(2-chloro-3,6-difluoro-phenyl)-ethoxy]-pyridin-3-yl}-phenyl)-((3r,5s)-3,5-dimethyl-piperazin-1-yl)-methanone NC1=C(C=C(C=N1)C=1C=C(C=CC1)C(=O)N1C[C@H](N[C@H](C1)C)C)OC(C)C1=C(C(=CC=C1F)F)Cl